COC1=CC=CC=C1N\\2CCS/C2=C(/C#N)\\SC3=C(C=CC(=C3)C(F)(F)F)F The molecule is a member of the class of thiazolidines that is N-(o-methoxyphenyl)thiazolidine which is substituted at position 2 by a methylene group, the hydrogens of which are replaced by cyano and [2-fluoro-5-(trifluoromethyl)phenyl]sulfanediyl groups; the double bond conjugated to the cyano group has Z configuration. A fungicide intended for use on horticultural crops including strawberries and grapevines. It has a role as an antifungal agrochemical. It is a nitrile, a member of thiazolidines, an aromatic ether, an aryl sulfide, a member of (trifluoromethyl)benzenes and a member of monofluorobenzenes.